sodium dipropylvalerate C(CC)C(C(=O)[O-])(CCC)CCC.[Na+]